BrC=1C=NC(=NC1)OCCOCCOCC1CN(CCC1)C(=O)OC(C)(C)C tert-Butyl 3-[(2-{2-[(5-bromopyrimidin-2-yl)oxy]ethoxy}ethoxy)methyl]-piperidine-1-carboxylate